N1C=C(C=C1)C1=CC=CC(=N1)C(=O)N 6-(1H-pyrrol-3-yl)picolinamide